6-bromospiro[2H-benzofuran-3,4'-oxazolidine]-2'-one BrC1=CC2=C(C=C1)C1(NC(OC1)=O)CO2